4-methyl-3-(1-methyl-1H-1,2,4-triazol-3-yl)aniline CC1=C(C=C(N)C=C1)C1=NN(C=N1)C